4-(4-(tert-butyl)phenyl)-2-chloropyridine C(C)(C)(C)C1=CC=C(C=C1)C1=CC(=NC=C1)Cl